C(C)(C)(C)OC(=O)NC1(CC=2C(=C(SC2)C(=O)O)CC1)C 5-(tert-butoxycarbonylamino)-5-methyl-6,7-dihydro-4H-2-benzothiophene-1-carboxylic acid